C(C)(=O)C1=NN(C2=CC=C(C=C12)C=1C=NC(=NC1)C)CC(=O)N1[C@@H](C[C@H](C1)F)C(=O)NCC12CC3CC(CC(C1)C3)C2 (2S,4R)-1-(2-(3-acetyl-5-(2-methylpyrimidin-5-yl)-1H-indazol-1-yl)acetyl)-N-(((3S,5S,7S)-adamantan-1-yl)methyl)-4-fluoropyrrolidine-2-carboxamide